ClCC=1C=C(C(=C(C1)OCCCCCCCCCCCCCC)OCCCCCCCCCCCCCC)OCCCCCCCCCCCCCC 5-(chloromethyl)-1,2,3-tris(tetradecyloxy)benzene